3-(3,4-Dichlorobenzyloxy)benzoyl chloride ClC=1C=C(COC=2C=C(C(=O)Cl)C=CC2)C=CC1Cl